FC(C(=O)[O-])(F)F.C(=O)(O)C[NH+](CC=1C=NC(=CC1)C=1N=NC(=NN1)C1=NC=C(C=C1)OCCF)CC(=O)O 1-Carboxy-N-(carboxymethyl)-N-((6-(6-(5-(2-fluoroethoxy)pyridin-2-yl)-1,2,4,5-tetrazin-3-yl)pyridin-3-yl)methyl)methanaminium 2,2,2-trifluoroacetate